N1=C(C=CC(=C1)C(=O)O)C1=NC=C(C=C1)C(=O)O bipyridine-5,5'-dicarboxylic acid